1-cyclopentyl-5-(2-ethylphenyl)-1H-pyrazol C1(CCCC1)N1N=CC=C1C1=C(C=CC=C1)CC